C[C@H]1CC[C@@H](N(C1)C(=O)OC(C)(C)C)C1=CC2=CC(=CC=C2C=C1)C=1CCN(CC1)C tert-Butyl (2R,5S)-5-methyl-2-[7-(1-methyl-3,6-dihydro-2H-pyridin-4-yl)-2-naphthyl]piperidine-1-carboxylate